N(CC1=CC=CC2=C1N(C(=N2)CC(C(=O)O)C2CNCC2)C)(CC2=CC=CC1=C2N(C(=N1)CC(C(=O)O)C1CNCC1)C)CC1=CC=CC2=C1N(C(=N2)CC(C(=O)O)C2CNCC2)C 3,3',3''-((nitrilotris(methylene))tris(1-methyl-1H-benzo[d]imidazole-7,2-diyl))tris(2-(pyrrolidin-3-yl)propanoic acid)